[Si](C)(C)(C(C)(C)C)OCC1=CC=C(C=C1)N1C(=NC=2C1=NC(=CC2)C2CCCC2)C=2C(=NC=CC2)N 3-(3-(4-(((Tert-butyldimethylsilyl)oxy)methyl)phenyl)-5-cyclopentyl-3H-imidazo[4,5-b]pyridin-2-yl)pyridin-2-amine